N4-(5-bromo-2,3-dihydro-1H-inden-2-yl)pyridine-3,4-diamine BrC=1C=C2CC(CC2=CC1)NC1=C(C=NC=C1)N